NC1=NN(C=2CN(CCC21)C(C)C)C(=O)C2CCNC1=CC=C(C=C21)F (3-amino-6-isopropyl-4,5,6,7-tetrahydropyrazolo[3,4-c]pyridin-1-yl)(6-fluoro-1,2,3,4-tetrahydroquinolin-4-yl)methanone